(R)-4-(1-(2-(4-fluorobenzyl)-5,7-dihydro-4H-thieno[2,3-c]pyran-3-carboxamido)ethyl)benzoic acid FC1=CC=C(CC2=C(C3=C(COCC3)S2)C(=O)N[C@H](C)C2=CC=C(C(=O)O)C=C2)C=C1